ClC1=C(C=CC(=C1)C(F)(F)F)NC(CN1C=2N(C(C(=C1CC)N1CCNCC1)=O)N=C(N2)C=2N(C1=CC=CC=C1C2)C)=O N-(2-Chloro-4-(trifluoromethyl)phenyl)-2-(5-ethyl-2-(1-methyl-1H-indol-2-yl)-7-oxo-6-(piperazin-1-yl)-[1,2,4]triazolo[1,5-a]pyrimidin-4(7H)-yl)acetamide